CC1=C(C=NC=2OCCN(C21)C(=O)OC(C)(C)C)N2CC=1N=C(N=CC1CC2)NC2=CC=C(C=C2)NC(CN2CCOCC2)=O tert-butyl 8-methyl-7-[2-({4-[2-(morpholin-4-yl)acetamido] phenyl}amino)-5H,6H,7H,8H-pyrido[3,4-d]pyrimidin-7-yl]-1H,2H,3H-pyrido[2,3-b][1,4]oxazine-1-carboxylate